4-Amino-N-(1-((3-chloro-2-fluorophenyl)amino)-6-methylisoquinolin-5-yl)pyrido[4,3-d]pyrimidine-8-Carboxamide NC=1C2=C(N=CN1)C(=CN=C2)C(=O)NC2=C1C=CN=C(C1=CC=C2C)NC2=C(C(=CC=C2)Cl)F